C1(=CC=CC=C1)NC1=CC2=CC=C(C=C2C=C1)S(=O)(=O)[O-] N-phenyl-2-amino-6-sulfonatonaphthalene